N-tert-butyl-1,5,7-trimethyl-4-oxo-4,5-dihydro-1H-pyrrolo[3,2-c]pyridine-3-carboxamide C(C)(C)(C)NC(=O)C1=CN(C2=C1C(N(C=C2C)C)=O)C